C1(CC1)N1CCS(C2=C(C1=O)SC(=C2)C2=NC(=NC=C2C(F)(F)F)NC2=C(C=C(C=C2)N2CCN(CC2)CC)C2CC2)(=O)=O 4-cyclopropyl-7-(2-((2-cyclopropyl-4-(4-ethylpiperazin-1-yl)phenyl)amino)-5-(trifluoromethyl)pyrimidin-4-yl)-3,4-dihydrothieno[2,3-f][1,4]thiazepin-5(2H)-one 1,1-dioxide